methyl 2-(9-((4-(aminomethyl)phenyl)carbamoyl)-4,5-dihydrobenzo[b]thieno[2,3-d]oxepin-8-yl)-4-fluorobenzoate NCC1=CC=C(C=C1)NC(=O)C1=CC2=C(OCCC3=C2SC=C3)C=C1C1=C(C(=O)OC)C=CC(=C1)F